C(C)(C)(C)OC(N(C1C(CNCC1)(F)F)C1=NC=CC(=N1)N)=O (4-aminopyrimidin-2-yl)-3,3-difluoropiperidin-4-ylcarbamic acid tert-butyl ester